N-(5-(2-(4-(5-(difluoromethyl)-1,3,4-oxadiazol-2-yl)benzyl)-2H-tetrazol-5-yl)-2-methylpyridin-3-yl)acetamide FC(C1=NN=C(O1)C1=CC=C(CN2N=C(N=N2)C=2C=C(C(=NC2)C)NC(C)=O)C=C1)F